tert-butyl (1-(2-amino-6-(1-(difluoromethyl)-5-methyl-1H-pyrazol-4-yl)pyrimidin-4-yl)azetidin-3-yl)(methyl)carbamate NC1=NC(=CC(=N1)N1CC(C1)N(C(OC(C)(C)C)=O)C)C=1C=NN(C1C)C(F)F